FC1=C(C(=O)NC2=C(C=C(C(=C2)C=2C=NC(=NC2)N2CCOCC2)F)N2C[C@H](N([C@H](C2)C)C)C)C=C(C=C1)C(F)(F)F |r| 2-fluoro-N-[4-fluoro-5-(2-morpholin-4-ylpyrimidin-5-yl)-2-[rac-(3R,5S)-3,4,5-trimethylpiperazin-1-yl]phenyl]-5-(trifluoromethyl)benzamide